C(C)(C)(C)OC(=O)N1C[C@H]([C@@H](CC1)NC1=CC=C(C=C1)F)C (3R,4R)-4-(4-fluoroanilino)-3-methyl-piperidine-1-carboxylic acid tert-butyl ester